C(CCC(C)C)OCC(C)O propylene glycol isohexyl ether